O1C(OCC1)CCN(C1=NC=C(C=C1)Br)C N-(2-(1,3-dioxolan-2-yl)ethyl)-5-bromo-N-methylpyridin-2-amine